O=S1(N(CCCC1)C=1C=CC(=C(C1)C=1C2=C(C(N(C1)C)=O)NC=C2)OC2=CC=C(C=C2)CCC2CCNCC2)=O 4-[5-(1,1-dioxothiazinan-2-yl)-2-[4-[2-(4-piperidyl)ethyl]phenoxy]phenyl]-6-methyl-1H-pyrrolo[2,3-c]pyridin-7-one